N(=[N+]=[N-])CC1CCN(CC1)CCNS(=O)(=O)C1=CC=C(C=C1)C1=C(C=CC=C1)OC N-(2-(4-(azidomethyl)piperidin-1-yl)ethyl)-2'-methoxy-[1,1'-biphenyl]-4-sulfonamide